(S)-1-(1-(3-bromophenyl)-2-(dimethylamino)ethyl)-4-(5-morpholino-1H-pyrrolo[2,3-b]pyridin-3-yl)pyridin-2(1H)-one BrC=1C=C(C=CC1)[C@@H](CN(C)C)N1C(C=C(C=C1)C1=CNC2=NC=C(C=C21)N2CCOCC2)=O